BrC=1C=CC=C2C(=CN=C(C12)C#N)Cl 8-bromo-4-chloro-1-cyanoisoquinoline